C(C)(C)(C)OC(=O)N1C[C@H](CC1)NC1=NC(=C2N=CN(C2=N1)C(C)C)NCC1=CC=C(C=C1)C1=CC=CC=C1 (S)-3-((6-(([1,1'-biphenyl]-4-ylmethyl)amino)-9-isopropyl-9H-purin-2-yl)amino)pyrrolidine-1-carboxylic acid tert-butyl ester